4,6-dichloro-N-cyclopropylpyridine-3-carboxamide ClC1=C(C=NC(=C1)Cl)C(=O)NC1CC1